C(C(C)(C)C)(=O)NC(C(=O)O)CCN1CC(CC1)CCC1=NC=2NCCCC2C=C1 2-pivalamido-4-(3-(2-(5,6,7,8-tetrahydro-1,8-naphthyridin-2-yl)ethyl)pyrrolidin-1-yl)butanoic acid